2-(8-(2,3-Difluorobenzyl)imidazo[1,2-a]pyrazin-6-yl)-5-fluoropyrimidin-4-ol FC1=C(CC=2C=3N(C=C(N2)C2=NC=C(C(=N2)O)F)C=CN3)C=CC=C1F